BrCCC1COC1CC 2-(2-bromoethyl)-1,3-epoxypentane